CC1=CC=C(C=C1)S(=O)(=O)O.N[C@@H]1CC(N(C1)C)=O (4R)-4-amino-1-methyl-pyrrolidin-2-one 4-methylbenzenesulfonate